OC(CCCC(CC(C=CC=CC=C)=O)C)(C)C 13-hydroxy-9,13-dimethyltetradec-1,3,5-trien-7-one